C(C)(C)(C)C1=CC(=NO1)NC(NC1=CC=C(C=C1)N1C=NC2=C1C=CC(=C2)OCCCCC(=O)NC2=C1CN(C(C1=CC=C2)=O)C2C(N(C(CC2)=O)COC(CCC)=O)=O)=O (3-(4-(5-((1-(4-(3-(5-(tert-Butyl)isoxazol-3-yl)ureido)phenyl)-1H-benzo[d]imidazol-5-yl)oxy)pentanoylamino)-1-oxoisoIndol-2-yl)-2,6-dioxopiperidin-1-yl)methylbutyrate